C(C)(C)(C)OC(=O)C1(NCC2C1CCC2)C(=O)O racemic-(tert-butoxycarbonyl)octahydrocyclopenta[c]pyrrole-1-carboxylic acid